sodium pyruvate bisulfate S([O-])(O)(=O)=O.C(C(=O)C)(=O)O.[Na+]